C1(=CC(=CC=C1)C1=NOC(=N1)C1N(CCC1)C#N)C1=CC=CC=C1 2-(3-([1,1'-Biphenyl]-3-yl)-1,2,4-oxadiazol-5-yl)pyrrolidine-1-carbonitrile